C(C(=C)C)(=O)OCCC1=C(C(C(=O)O)=CC=C1)C(=O)O 3-Methacryloxyethyl-phthalic acid